C(CCC)(=O)OC[C@H]([C@H]([C@H](CN1C2=C(N=C3C(NC(N=C13)=O)=O)C=C(C(=C2)C)C)OC(CCC)=O)OC(CCC)=O)OC(CCC)=O (2R,3S,4S)-5-(7,8-dimethyl-2,4-dioxo-3,4-dihydrobenzo[g]pteridin-10(2H)-yl)pentane-1,2,3,4-tetrayl tetrabutyrate